(6-(Methyl(7H-pyrrolo[2,3-d]pyrimidin-4-yl)amino)-2-azaspiro[3.3]heptan-2-yl)(3-methylthiophen-2-yl)methanon CN(C1CC2(CN(C2)C(=O)C=2SC=CC2C)C1)C=1C2=C(N=CN1)NC=C2